14,14-dipropyloxy-3,5-tetradecadiene C(CC)OC(CCCCCCCC=CC=CCC)OCCC